tert-butyl 3-((3-((3R,4S)-4-(4-amino-3-(4-phenoxyphenyl)-1H-pyrazolo[3,4-d]pyrimidin-1-yl)-3-fluoropiperidin-1-yl) azetidin-1-yl) methyl)-3-fluoroazacyclobutan-1-carboxylate NC1=C2C(=NC=N1)N(N=C2C2=CC=C(C=C2)OC2=CC=CC=C2)[C@@H]2[C@@H](CN(CC2)C2CN(C2)CC2(CN(C2)C(=O)OC(C)(C)C)F)F